rac-Chroman-4-ol O1CC[C@H](C2=CC=CC=C12)O |r|